methyl (Z)-6-(5-oxo-2-((triisopropylsilyl)methylene)-2,5-dihydrofuran-3-yl)hexanoate O=C1C=C(/C(/O1)=C/[Si](C(C)C)(C(C)C)C(C)C)CCCCCC(=O)OC